ClC1=C(C(=O)N[C@H](C(=O)OC(C)(C)C)CC2=CC=C(C=C2)C=2C(N(N=CC2OCCOCCOCCOCCOCC2=CC=CC=C2)C)=O)C(=CN=C1)Cl tert-butyl (S)-2-(3,5-dichloroisonicotinamido)-3-(4-(2-methyl-3-oxo-5-((1-phenyl-2,5,8,11-tetraoxatridecan-13-yl)oxy)-2,3-dihydropyridazin-4-yl)phenyl)propanoate